CC=1N(C2=CC=CC=C2C1C=O)CCOC1=CC=C(C=C1)C(F)(F)F 2-methyl-1-(2-(4-trifluoromethylphenoxy)ethyl)-1H-indole-3-carbaldehyde